tert-butyl(2-methoxyphenyl)sulfane C(C)(C)(C)SC1=C(C=CC=C1)OC